FC(C1=NN=C(O1)C1=CN=C(S1)CN(S(=O)(=O)C)C=1C=NC=C(C1)F)F N-((5-(5-(difluoromethyl)-1,3,4-oxadiazol-2-yl)thiazol-2-yl)methyl)-N-(5-fluoropyridin-3-yl)methanesulfonamide